C(C(=O)O)(=O)O.C(C1=CC=CC=C1)N1C[C@]2([C@H](CN2C(=O)OCC2=CC=CC=C2)C)CC1 benzyl (3S,4R)-6-benzyl-3-methyl-1,6-diazaspiro[3.4]octane-1-carboxylate oxalate